BrC1=C(C(=CC=C1)S(=O)C)F 1-bromo-2-fluoro-3-(methylsulfinyl)benzene